3-[5-[2-[2-[2-(2-aminoethoxy)ethoxy]ethoxy]ethoxy]-3-methyl-2-oxo-benzimidazol-1-yl]piperidine-2,6-dione NCCOCCOCCOCCOC1=CC2=C(N(C(N2C)=O)C2C(NC(CC2)=O)=O)C=C1